[Cl-].C(CCC)N1CN(C=C1)C 1-butyl-3-methyl-imidazole chloride salt